(2-amino-3-(3-(4-((5-methylpyridin-3-yl)methoxy)benzyl)isoxazol-5-yl)pyridin-1-ium-1-yl)methyl hydrogen phosphate P(=O)(OC[N+]1=C(C(=CC=C1)C1=CC(=NO1)CC1=CC=C(C=C1)OCC=1C=NC=C(C1)C)N)(O)[O-]